N,N'-diphenyl-N,N'-bis(3-methylphenyl)-1,1'-bi-phenyl-4,4'-diamine C1(=CC=CC=C1)N(C1=CC=C(C=C1)C1=CC=C(C=C1)N(C1=CC(=CC=C1)C)C1=CC=CC=C1)C1=CC(=CC=C1)C